COC(=O)C=1SC=C(C1NC(C[N+]1(CCC(CC1)(C)C)CC(NC=1C=NC=NC1)=O)=O)C 1-(2-((2-(methoxycarbonyl)-4-methylthiophen-3-yl)amino)-2-oxoethyl)-4,4-dimethyl-1-(2-oxo-2-(pyrimidin-5-ylamino)ethyl)piperidin-1-ium